OC=1C(=C(C#N)C=CC1)C 3-hydroxy-2-methyl-benzonitrile